2-chloro-1-methyl-iodopyridine ClC1N(C=CC=C1I)C